C(CCC)N(C(=S)OCC)CC=C n-butyl-allyl-thiourethane